6-bromohexan-1-amine BrCCCCCCN